ClCC(=O)NC1=C(C=CC(=C1)C)N1N=NC(=C1)Cl 2-chloro-N-(2-(4-chloro-1H-1,2,3-triazol-1-yl)-5-methylphenyl)acetamide